2-(3-methyl-4-pyridyl)-3-pyridyl-ethanone CC=1C=NC=CC1C1=NC=CC=C1C(C)=O